4-(5-aminopyrazin-2-yl)-N-(1-methyl-1H-pyrazol-4-yl)pyrimidin NC=1N=CC(=NC1)C1=NCN(C=C1)C=1C=NN(C1)C